BrC=1C=C2C=CC(=C(C2=CC1)CO)OCCC[C@H](COC)NC(OC(C)(C)C)=O tert-butyl (R)-(5-((6-bromo-1-(hydroxymethyl)naphthalen-2-yl)oxy)-1-methoxypentan-2-yl)carbamate